rac-(1R,3S)-3-(2-methoxyethoxy)cyclopentan-1-amine COCCO[C@@H]1C[C@@H](CC1)N |r|